C1OC=2C=C(C=3C(=CC4=C(C=CC=C4C3C2O1)OC)[N+](=O)[O-])C(=O)O 3,4-methylenedioxy-8-methoxy-10-nitro-1-phenanthrenecarboxylic acid